ClC=1C=CC=2N=CN=C(C2N1)NC1=C(C(=C(C=C1)Cl)Cl)F 6-chloro-N-(3,4-dichloro-2-fluorophenyl)pyrido[3,2-d]pyrimidin-4-amine